(E)-3-(4-methylphenyl)-1-(4-(2-(2-phenyl-1H-indol-3-yl)acetyl)piperazin-1-yl)prop-2-en-1-one CC1=CC=C(C=C1)/C=C/C(=O)N1CCN(CC1)C(CC1=C(NC2=CC=CC=C12)C1=CC=CC=C1)=O